O=C1NC(CCC1N1C(N(C2=C1C=CC(=C2)C2CCC(CC2)CCCC(=O)O)C)=O)=O 4-[(1s,4r)-4-[1-(2,6-dioxopiperidin-3-yl)-3-methyl-2-oxo-1,3-benzodiazol-5-yl]cyclohexyl]butanoic acid